(carboxyphenoxy)propane C(=O)(O)C1=C(OCCC)C=CC=C1